FC=1C(=NC=CC1)C(=O)N1CCN(CC1)C1=NC=C(C=C1)C1=C2C=NC=NC2=CC(=C1)C=1C=NN(C1)C (3-Fluoropyridin-2-yl)(4-(5-(7-(1-methyl-1H-pyrazol-4-yl)quinazolin-5-yl)pyridin-2-yl)piperazin-1-yl)methanone